10-methacryloxydecylmethyldiethoxysilane C(C(=C)C)(=O)OCCCCCCCCCC[Si](OCC)(OCC)C